[3-[[5-(trifluoromethyl)pyrazin-2-yl]amino]-1-bicyclo[1.1.1]pentanyl]methanone FC(C=1N=CC(=NC1)NC12CC(C1)(C2)C=O)(F)F